BrC1=NC=C(C=N1)CN1CC2(C1)CCN(CC2)C(=O)OC(C)(C)C tert-butyl 2-[(2-bromopyrimidin-5-yl)methyl]-2,7-diazaspiro[3.5]nonane-7-carboxylate